C(#N)C=1C=NN2C1C(=CC(=C2)C=2C=NN(C2C)C2CCN(CC2)C2CN(C2)C#N)OC 3-[4-(4-[3-Cyano-4-methoxypyrazolo[1,5-a]pyridin-6-yl]-5-methylpyrazol-1-yl)piperidin-1-yl]azetidine-1-carbonitrile